6-[4-[Acetyl-(cyclopropylmethyl)amino]-3-chloro-phenyl]-N-[(2-fluoro-3-pyridinyl)methyl]pyridine-3-carboxamide C(C)(=O)N(C1=C(C=C(C=C1)C1=CC=C(C=N1)C(=O)NCC=1C(=NC=CC1)F)Cl)CC1CC1